ethyl 1-(2-(dimethylamino)-2-oxoethyl)-3-(4-fluorophenyl)-2,4-dioxo-1,2,3,4-tetrahydropyrimidine-5-carboxylate CN(C(CN1C(N(C(C(=C1)C(=O)OCC)=O)C1=CC=C(C=C1)F)=O)=O)C